OC(C)(C)C1=CC=CC(=N1)CN1N=NC(=C1)C1=C2C(=NC(=C1)C=1C(=C(C#N)C=CC1)OC)N(C=N2)C2OCCCC2 3-(7-(1-((6-(2-hydroxy-prop-2-yl)pyridin-2-yl)methyl)-1H-1,2,3-triazol-4-yl)-3-(tetrahydro-2H-pyran-2-yl)-3H-imidazo[4,5-b]pyridin-5-yl)-2-methoxybenzonitrile